ortho-hydroxybenzoic acid OC1=C(C(=O)O)C=CC=C1